BrC1=CC=2N(C3=CC(=CC=C3C2C=C1)Br)[Si](C)(C)C(C)(C)C 2,7-dibromo-9-(tert-butyldimethylsilyl)-9H-carbazole